FC=1C(=NC=CC1)C=1C=C(C=CC1)S(=O)(=O)N1CCC2(C[C@H](CO2)NC[C@@H](COC2=CC(=CC=C2)S(=O)(=O)CCO)O)CC1 (S)-1-((R)-8-(3-(3-fluoropyridin-2-yl)benzenesulfonyl)-1-oxa-8-azaspiro[4.5]decan-3-ylamino)-3-(3-(2-hydroxyethylsulfonyl)phenoxy)propan-2-ol